FC=1C(=C(OC2=NC3=CC=CC=C3C=C2C2=CC(C(=C(N2)C)C)=O)C=CC1F)C 6-[2-(3,4-difluoro-2-methyl-phenoxy)-3-quinolyl]-2,3-dimethyl-1H-pyridin-4-one